N-(5-amino-4-methoxy-2-(methyl(2-morpholinoethyl)amino)phenyl)acrylamide NC=1C(=CC(=C(C1)NC(C=C)=O)N(CCN1CCOCC1)C)OC